CC(C(=O)OCC(COC(C(CCCCCC)C)=O)OC(CCCN(CCCC(=O)OC(COC(C(CCCCCC)C)=O)COC(C(CCCCCC)C)=O)C(CCCCN(C)C)=O)=O)CCCCCC [2-[4-[5-(dimethylamino) pentanoyl-[4-[2-(2-methyloctanoyloxy)-1-(2-methyloctanoyloxy methyl) ethoxy]-4-oxo-butyl] amino] butanoyloxy]-3-(2-methyloctanoyloxy) propyl] 2-methyloctanoate